C(C1=CC=CC=C1)N1C(=NC=2N(C=NC2C1=O)[C@H]1[C@@H]([C@@H]2OP(OC[C@H]2O1)(=S)Cl)OC)N(CC1=CC=CC=C1)CC1=CC=CC=C1 1-benzyl-9-((4aR,6R,7R,7aR)-2-chloro-7-methoxy-2-sulfidotetrahydro-4H-furo[3,2-d][1,3,2]dioxaphosphinin-6-yl)-2-(dibenzylamino)-1,9-dihydro-6H-purin-6-one